ClC=1C=C(C=C(C1F)C(F)(F)F)NC1=NC=C(C(=N1)NN1C(OC2=C1C=CC=C2)=O)C (2-(3-chloro-4-fluoro-5-(trifluoromethyl)phenylamino)-5-methylpyrimidin-4-ylamino)benzo[d]oxazol-2(3H)-one